BrC=1C(N(C(=NC1)C)C)=O 5-bromo-2,3-dimethylpyrimidin-4(3H)-one